(3S)-3-amino-N,N'-dihydroxy-2-oxohexanediamine N[C@H](C(C(NO)NO)=O)CCC